N12CC(C(CC1)CC2)OC(NC2(CC2)C2=CC(=CC=C2)OC2=CC=C(C=C2)F)=O {1-[3-(4-fluorophenoxy)phenyl]cyclopropyl}carbamic acid 1-azabicyclo[2.2.2]oct-3-yl ester